COC(C(CC(C)C)N1C(C(=NC(=C1)Br)C)=O)=O 2-(5-bromo-3-methyl-2-oxopyrazine-1(2H)-yl)-4-methylpentanoic acid methyl ester